4-{5-[1-ethyl-3-methyl-4-(trifluoromethyl)-1H-pyrazol-5-yl]-4H-1,2,4-triazol-3-yl}-1-methyl-1H-indazole-6-carboxamide C(C)N1N=C(C(=C1C=1NC(=NN1)C1=C2C=NN(C2=CC(=C1)C(=O)N)C)C(F)(F)F)C